(E)-1-(((4-((2-(aminomethyl)-3-fluoroallyl)oxy)phenyl)sulfonyl)methyl)-4-pivaloylpiperazin-2-one NC/C(/COC1=CC=C(C=C1)S(=O)(=O)CN1C(CN(CC1)C(C(C)(C)C)=O)=O)=C\F